(3-acetoxy-3-cyanopropyl)-methylphosphinic acid mono-n-butyl ester C(CCC)OP(=O)(C)CCC(C#N)OC(C)=O